FC1=C(C=2CCCC(C2C=C1)NC)C=1C=C2C(=CN1)NN=C2C=2C(=NC=CC2)C(=O)NC (5-(2-fluoro-5-(methylamino)-5,6,7,8-tetrahydronaphthalen-1-yl)-1H-pyrazolo[3,4-c]pyridin-3-yl)-N-methylpyridine-carboxamide